3-amino-6-(6-fluoropyridin-3-yl)-N-[(3S,4R)-4-{[4-(4,4,5,5-tetramethyl-1,3,2-dioxaborolan-2-yl)phenyl]methoxy}oxolan-3-yl]pyrazine-2-carboxamide NC=1C(=NC(=CN1)C=1C=NC(=CC1)F)C(=O)N[C@H]1COC[C@@H]1OCC1=CC=C(C=C1)B1OC(C(O1)(C)C)(C)C